C1(=CC=CC=C1)C(=CC(C)=O)C=CC=C 4-phenylocta-3,5,7-trien-2-one